ClC=1C=C(C=CC1F)NC(N(CC1=CN(C(C2=CC=CC=C12)=O)C)CC)=O (R)-3-(3-chloro-4-fluorophenyl)-1-ethyl-1-((2-methyl-1-oxo-1,2-dihydroisoquinolin-4-yl)methyl)urea